Cl[Si](C)(C)Cl dichloro(dimethyl)silane